CNCC1=CC=C(C=C1)NC(=O)C=1C=CC=2N(C1)C(=CN2)C=2C=C1C(=NC2)NC=C1 N-(4-((methylamino)methyl)phenyl)-3-(1H-pyrrolo[2,3-b]pyridin-5-yl)imidazo[1,2-a]pyridine-6-carboxamide